2-methyl-4-(1-methyl-1H-imidazol-4-yl)quinoline-6-carboxylic acid CC1=NC2=CC=C(C=C2C(=C1)C=1N=CN(C1)C)C(=O)O